C(C)OC(C(C)(C)OC1=C(C=C(C=C1C)CN1[C@@H](CN(CC1)CC1=CC=C(C=C1)C(F)(F)F)C)C)=O (R)-2-(2,6-dimethyl-4-((2-methyl-4-(4-(trifluoromethyl)benzyl)piperazin-1-yl)methyl)phenoxy)-2-methylpropanoic acid ethyl ester